NOCC1=C(C=C(C=C1)C(NC)=O)N(C(OC(C)(C)C)=O)C Tert-butyl (2-((aminooxy)methyl)-5-(methylcarbamoyl)phenyl)(methyl)carbamate